C(C)OC(=O)C=1SC(=NN1)C1=CC2=C(S1)C(=CC(=C2)C(C)C)C#N 5-(7-Cyano-5-isopropylbenzo[b]thiophen-2-yl)-1,3,4-thiadiazole-2-carboxylic acid ethyl ester